BrCC1=C(C(=C(C(=C1C)C)CBr)C)C 1,4-dibromomethyl-2,3,5,6-tetramethylbenzene